eicosapentaenoic acid ethyl ester CC/C=C\C/C=C\C/C=C\C/C=C\C/C=C\CCCC(=O)OCC